FC(C(C#CC1=CC=CC2=C1COCCN2C2=NC=1N(C3=CC=C(C(=C23)F)F)C(=NN1)C)(C)C)(C)F 6-(4,4-Difluoro-3,3-dimethyl-pent-1-ynyl)-1-(6,7-difluoro-1-methyl-[1,2,4]triazolo[4,3-a]quinazolin-5-yl)-3,5-dihydro-2H-4,1-benzoxazepine